C(C1=CC=CC=C1)OC(NC)=O (N-methyl)-carbamic acid benzyl ester